ClC1=CC=C(C=C1)N1C(=C(C=C1C)C=O)C 1-(4-Chlorophenyl)-2,5-dimethyl-1H-pyrrole-3-carbaldehyde